ClC1=C(C(=CC(=N1)B(O)O)F)O (6-chloro-4-fluoro-5-hydroxypyridin-2-yl)boronic acid